BrC=1C(=C(C(=O)O)C=C(C1)Br)C 3,5-dibromo-2-methylbenzoic acid